hexanediol bisthiopropionate C(CC)(=S)OC(CCCCC)O